[5-[(2,6-dichlorophenyl)methoxy]-6-methyl-indan-1-yl]-3-methyl-azetidin-3-ol ClC1=C(C(=CC=C1)Cl)COC=1C=C2CCC(C2=CC1C)N1CC(C1)(O)C